ClC1=C2C(N(C(NC2=C(C=C1)S(=O)(=O)C1=CC=C2C=NN(C2=C1)C=1SC=C(C1)N(C)C)=O)O)=O 5-chloro-8-((1-(4-(dimethylamino)thiophen-2-yl)-1H-indazol-6-yl)sulfonyl)-3-hydroxyquinazoline-2,4(1H,3H)-dione